benzyl ((5-cyclohexylpyridin-2-yl)methyl)(4-oxo-3-((2-(trimethylsilyl)ethoxy)methyl)-3,4-dihydroquinazolin-7-yl)carbamate C1(CCCCC1)C=1C=CC(=NC1)CN(C(OCC1=CC=CC=C1)=O)C1=CC=C2C(N(C=NC2=C1)COCC[Si](C)(C)C)=O